N-methyl-5-(4-((8-methyl-6-oxo-7-(trifluoromethyl)-5,6-dihydro-1,5-naphthyridin-3-yl)methyl)-2-(trifluoromethyl)piperazin-1-yl)picolinamide CNC(C1=NC=C(C=C1)N1C(CN(CC1)CC=1C=NC=2C(=C(C(NC2C1)=O)C(F)(F)F)C)C(F)(F)F)=O